1-[(5-chloro-3-fluoro-2-pyridyl)methyl]-4-[3-fluoro-5-isobutyl-2-(2H-tetrazol-5-yl)phenyl]piperazine ClC=1C=C(C(=NC1)CN1CCN(CC1)C1=C(C(=CC(=C1)CC(C)C)F)C=1N=NNN1)F